N-(trans-4-((5-cyanopyridin-2-yl)amino)cyclohexyl)-N-(2,6-dichloro-4-(1-methyl-1H-pyrazol-4-yl)phenyl)acetamide C(#N)C=1C=CC(=NC1)N[C@@H]1CC[C@H](CC1)N(C(C)=O)C1=C(C=C(C=C1Cl)C=1C=NN(C1)C)Cl